1-((benzo[d]thiazol-2-ylmethyl)amino)pyrrolidin-2-one S1C(=NC2=C1C=CC=C2)CNN2C(CCC2)=O